O=C1N(CCC1)CC(=O)O (2-OXO-PYRROLIDIN-1-YL)-ACETIC ACID